C(CCCCCCCCC)OP(=O)(O)O.OCCOC1=NC=C(C=N1)C(=O)N (2-hydroxyethoxy)pyrimidine-5-carboxamide decyl-phosphate